ClC=1C=CC2=C(N(C(=N2)CN2C3=C(OCC2=O)C=CC(=C3)C(=O)NO)CC3CC3)C1 4-((6-chloro-1-(cyclopropylmethyl)-1H-benzo[d]imidazol-2-yl)methyl)-N-hydroxy-3-oxo-3,4-dihydro-2H-benzo[b][1,4]oxazine-6-carboxamide